N-(4-cyano-2,5-difluorophenyl)-5-(3-fluorophenyl)-1H-pyrrole-3-sulfonamide C(#N)C1=CC(=C(C=C1F)NS(=O)(=O)C1=CNC(=C1)C1=CC(=CC=C1)F)F